L-arginine-13C6-hydrochloride Cl.N[13C@@H]([13CH2][13CH2][13CH2]N[13C](N)=N)[13C](=O)O